tert-butyl (s)-2-amino-4-((R,3s)-4,4,4-trifluoro-3-hydroxybutylsulfonimidoyl)butanoate N[C@H](C(=O)OC(C)(C)C)CC[S@](=O)(=N)CC[C@@H](C(F)(F)F)O